C(C)(C)(C)C1=CC(=NC=C1)N1C2=CC=CC=C2C=2C=CC(=CC12)N 9-(4-(tert-butyl)pyridin-2-yl)-9H-carbazol-2-amine